C\C(=C/CC(=O)N)\CC\C=C(\CCC=C(C)C)/C (3e,7e)-4,8,12-trimethyltridec-3,7,11-trienamide